FCC1(CC1)N1N=CC(=C1)C1=NC=CC(=N1)NC=1N=CC2=C(C=CC(=C2C1)C(C)C)N1[C@@H]([C@H](C1)CS(=O)(=O)C)C N-(2-(1-(1-(fluoromethyl)cyclopropyl)-1H-pyrazol-4-yl)pyrimidin-4-yl)-5-isopropyl-8-((2R,3S)-2-methyl-3-((methylsulfonyl)methyl)azetidin-1-yl)isoquinolin-3-amine